CC(C)(CO[C@H]1[C@@H]([C@H]([C@H]([C@H](O1)CO)O)O)O)[C@H](C(=O)NCCC(=O)O)O[C@H]2[C@@H]([C@H]([C@H]([C@H](O2)CO)O)O)O d-(+)-Pantothenic acid calcium salt